4'-methoxy-3,5-dihydroxy-(E)-stilbene COC1=CC=C(/C=C/C2=CC(=CC(=C2)O)O)C=C1